(19R)-22-amino-3-ethyl-16-fluoro-10,19-dimethyl-20-oxa-3,4,10,11,23-pentaazapentacyclo[19.3.1.02,6.08,12.013,18]pentacosa-1(24),2(6),4,8,11,13,15,17,21(25),22-decaene-5-carbonitrile NC=1C=2O[C@@H](C3=CC(=CC=C3C3=NN(C=C3CC=3C(=NN(C3C(=CN1)C2)CC)C#N)C)F)C